OC1CN(CC1)CCC1=NC2=C(N1C)C=C(C=C2)C=2N=C1C(NC(N=C1N(C2)C2=C(C=CC=C2)C2=CC=C(C=C2)OC)(N)NCC(F)(F)F)=O 6-(2-(2-(3-Hydroxypyrrolidin-1-yl)ethyl)-1-methyl-1H-benzimidazol-6-yl)-8-(4-methoxyphenylphenyl)-2-((2,2,2-trifluoroethyl)amino)pterin